2-cyano-5-(2-ethynylphenyl)isonicotinic acid C(#N)C=1C=C(C(=O)O)C(=CN1)C1=C(C=CC=C1)C#C